CN(C)C=C1C(CC(CC1=O)C=1C=C2C=NNC2=CC1)=O 2-((dimethylamino)methylene)-5-(1H-indazol-5-yl)cyclohexane-1,3-dione